(S)-3-(4-bromophenyl)-2-(tert-butoxycarbonyl-(methyl)amino)-3-methylbutanoic acid BrC1=CC=C(C=C1)C([C@@H](C(=O)O)N(C)C(=O)OC(C)(C)C)(C)C